Trans-4-((1-(3-((S)-1-(2,2-difluorobenzo[d][1,3]dioxol-5-yl)ethoxy)phenyl)-3-(trifluoromethyl)-4,5,6,7-tetrahydro-1H-indazol-7-yl)oxy)cyclohexane-1-carboxylic acid FC1(OC2=C(O1)C=CC(=C2)[C@H](C)OC=2C=C(C=CC2)N2N=C(C=1CCCC(C21)O[C@@H]2CC[C@H](CC2)C(=O)O)C(F)(F)F)F